6-((1H-pyrazol-1-yl)methyl)-4-isopropoxybenzo[d]isoxazol-3-amine N1(N=CC=C1)CC1=CC2=C(C(=NO2)N)C(=C1)OC(C)C